Tert-Butyl-4-(N-(5-bromo-6-cyano-3-nitropyridin-2-yl)-2-ethoxy-2-oxoacetamido)piperidine C(C)(C)(C)N1CCC(CC1)N(C(C(=O)OCC)=O)C1=NC(=C(C=C1[N+](=O)[O-])Br)C#N